diethoxyphosphoryl-m-toluidine C(C)OP(=O)(OCC)NC1=CC(=CC=C1)C